CC1=C(C(=C(C1[Si]([Si](C(C)C)(C)C)(C)CO)C)C)C tetramethylcyclopentadienyl-(dimethyl)hydroxymethyl-tetramethyldisilane